FC1=C2C(=NN(C2=CC=C1F)C1OCCCC1)CC=O 2-(4,5-difluoro-1-(tetrahydro-2H-pyran-2-yl)-1H-indazol-3-yl)acetaldehyde